FC(S(=O)(=O)O[Ag])(F)F argentio trifluoromethanesulfonate